2-[[(1R)-1-[3,6-Dimethyl-2-[3-(methylcarbamoyl)phenyl]-4-oxo-chromen-8-yl]ethyl]amino]benzoic acid CC1=C(OC2=C(C=C(C=C2C1=O)C)[C@@H](C)NC1=C(C(=O)O)C=CC=C1)C1=CC(=CC=C1)C(NC)=O